3-amino-4-(7-chloro-1H-indazol-4-yl)-6-cyclopropyl-1H-1,7-phenanthrolin-2-one NC=1C(NC2=C3C=CC=NC3=C(C=C2C1C1=C2C=NNC2=C(C=C1)Cl)C1CC1)=O